endo-dodecene C=CCCCCCCCCCC